ClC1=CC=2C(=NN(N2)C2=C(C(=CC(=C2)C=C)C(C)(C)C)O)C=C1 2-(5-chloro-2H-benzotriazol-2-yl)-6-(1,1-dimethylethyl)-4-vinylphenol